2-(4-(((3aR,5s,6aS)-2-(2-cyanoethyl)octahydrocyclopenta[c]pyrrol-5-yl)amino)-1H-pyrrolo[2,3-b]pyridin-5-yl)-N-(2,2-difluoroethyl)thiazole-5-carboxamide C(#N)CCN1C[C@@H]2[C@H](C1)CC(C2)NC2=C1C(=NC=C2C=2SC(=CN2)C(=O)NCC(F)F)NC=C1